C1(CC1)C(=O)NC1=NC=C(C(=O)NC)C(=C1)NC1=C(C2=C(C=N1)C=NN2CC)OC 6-(Cyclopropanecarboxamido)-4-((1-ethyl-7-methoxy-1H-pyrazolo[4,3-c]pyridin-6-yl)amino)-N-methylnicotinamide